BrC1=C(C(=C(C(=C1)F)C(C)C)F)OC 1-bromo-3,5-difluoro-2-methoxy-4-isopropylbenzene